(2-(2,6-bis(benzyloxy)pyridin-3-yl)benzo[d]oxazol-6-yl)(6-fluoro-3-methylindolin-1-yl)methanone C(C1=CC=CC=C1)OC1=NC(=CC=C1C=1OC2=C(N1)C=CC(=C2)C(=O)N2CC(C1=CC=C(C=C21)F)C)OCC2=CC=CC=C2